8-Chloro-N-hydroxy-1-[trans-4-(pyridin-2-yloxy)cyclohexyl]-4H-[1,2,4]triazolo[4,3-a][1]benzazepin-5(6H)-imin ClC=1C=CC2=C(CC(CC=3N2C(=NN3)[C@@H]3CC[C@H](CC3)OC3=NC=CC=C3)=NO)C1